2-(2-azaspiro[3.3]heptan-6-ylmethyl)-4-(trifluoromethyl)oxazole C1NCC12CC(C2)CC=2OC=C(N2)C(F)(F)F